ClC1=NC=CC(=N1)C1=NC=CC=C1OC1=C(C=C(C=C1)[N+](=O)[O-])F 2-Chloro-4-[3-(2-fluoro-4-nitrophenoxy)pyrid-2-yl]pyrimidine